C(CC)C(CC(=O)O)CNC([C@H](CC)N)=O 3-n-propyl-4-[(S)-2'-aminobutanamido]butyric acid